N-(1-phenylmethylpiperidin-4-yl)-N-phenylpentanamide C1(=CC=CC=C1)CN1CCC(CC1)N(C(CCCC)=O)C1=CC=CC=C1